ClC1=CC2=C(C=N1)C=C(C(O2)=O)C2=CC(=CC(=C2)OC)OC 7-chloro-3-(3,5-dimethoxyphenyl)-2H-pyrano[3,2-c]pyridin-2-one